ClC1=CSC2=C1NC(=C2)C(=O)N2[C@H]1CC([C@@H]([C@@H]2C(=O)N[C@H](C[C@@H]2C(NCCC2)=O)C#N)CC1)(F)F (1R,3R,4R)-2-(3-chloro-4H-thieno[3,2-b]pyrrole-5-carbonyl)-N-[(1R)-1-cyano-2-[(3R)-2-oxo-3-piperidyl]ethyl]-5,5-difluoro-2-azabicyclo[2.2.2]octane-3-carboxamide